methyl 3-((6-((4,4-difluorocyclohexyl)amino)-2-(4-(hydroxymethyl)thiazol-2-yl)pyrimidin-4-yl)oxy)azetidine-1-carboxylate FC1(CCC(CC1)NC1=CC(=NC(=N1)C=1SC=C(N1)CO)OC1CN(C1)C(=O)OC)F